C1=CC(=O)SC=C1 thiapyrone